acrylic acid, vinylamide C(=C)NC(C=C)=O